O[C@H]1C(O[C@@H]([C@H]([C@@H]1O)O)CO)C=1C=C(OCC(=O)N2CC(NCC2)=O)C=CC1 4-(2-(3-((3R,4R,5S,6R)-3,4,5-trihydroxy-6-(hydroxymethyl)tetrahydro-2H-pyran-2-yl)phenoxy)acetyl)piperazin-2-one